N1=CC=C(C=C1)C=1C=CC(=C(C(=O)N)C1)N1C[C@H](CC1)OC1=NC=C(C=C1)C(F)(F)F (S)-5-(pyridin-4-yl)-2-(3-(5-(trifluoromethyl)pyridin-2-yloxy)pyrrolidin-1-yl)benzamide